tert-butyl-N-(3-aminopropyl)-1,3-diaminopropane N-(3-aminopropyl)carbamate NCCCNC(O)=O.C(C)(C)(C)C(CCN)NCCCN